methyl (R)-4-bromo-2-(2-((tert-butoxycarbonyl)amino)propoxy)benzoate BrC1=CC(=C(C(=O)OC)C=C1)OC[C@@H](C)NC(=O)OC(C)(C)C